3-amino-N-(5-(dimethylamino)-2-fluorobenzyl)-6-(1-methyl-6-oxo-1,6-dihydropyridin-3-yl)-5-(oxazol-2-yl)pyrazine-2-carboxamide NC=1C(=NC(=C(N1)C=1OC=CN1)C1=CN(C(C=C1)=O)C)C(=O)NCC1=C(C=CC(=C1)N(C)C)F